CC=1C=2N(C=C(C1)C1=CC=3NC4=CC=C(C=C4C3C=C1)C1CCNCC1)N=CN2 2-(8-methyl-[1,2,4]triazolo[1,5-a]pyridin-6-yl)-6-(piperidin-4-yl)-9H-carbazole